tertbutyl (4-(3-amino-6-chloropyridazin-4-yl)but-3-yn-1-yl)carbamate NC=1N=NC(=CC1C#CCCNC(OC(C)(C)C)=O)Cl